O=C1NC(CCC1C1=NN(C2=CC=CC=C12)CC(=O)NC1=CC(=CC=C1)C1=CN=CO1)=O 2-(3-(2,6-Dioxopiperidin-3-yl)-1H-indazol-1-yl)-N-(3-(oxazol-5-yl)phenyl)-acetamide